6-(4-((1,4-oxazepan-4-yl)methyl)benzyl)-2-oxobenzo[cd]indol O1CCN(CCC1)CC1=CC=C(CC=2C=3C4=C(C(NC4=CC2)=O)C=CC3)C=C1